N6,2'-O-dibutyryl-adenosine C(CCC)(=O)NC=1C=2N=CN([C@H]3[C@H](OC(CCC)=O)[C@H](O)[C@@H](CO)O3)C2N=CN1